CCCN1C(=O)C2=C(C=CC(=C2)I)N=C1OCCC The molecule is a member of the class of quinazolines that is quinazolin-4-one substituted at positions 2, 3 and 6 by propoxy, propyl and iodo groups respectively. A fungicide with the potential to control powdery mildew in a range of crops including cereals and grapes. It has a role as an antifungal agrochemical. It is a member of quinazolines, an organoiodine compound and an aromatic ether.